FC(OC=1C=CC(=NC1)O)(F)F 5-(trifluoromethoxy)pyridin-2-ol